C1(CC1)N1N=CC(=C1)[C@H]1CN(C[C@H](O1)C)C=1N=C(C2=C(N1)N=C(S2)N2[C@@H](CCC2)C)C2=C(C=C(C=C2)F)F (2S,6R)-2-(1-cyclopropyl-1H-pyrazol-4-yl)-4-(7-(2,4-difluorophenyl)-2-((R)-2-methylpyrrolidin-1-yl)thiazolo[4,5-d]pyrimidin-5-yl)-6-methylmorpholine